C(C)(C)(CC)C1=C(C(=CC(=C1)C(C)(C)CC)C(C)C1=C(C(=CC(=C1)C(C)(C)CC)C(C)(C)CC)O)OC(C=C)=O 2,4-di-t-pentyl-6-[1-(2-hydroxy-3,5-di-t-pentylphenyl)ethyl]phenylacrylate